1-(2,3-dichloro-6-[[2-(trimethylsilyl)ethoxy]methoxy]phenyl)-2-nitroethanol ClC1=C(C(=CC=C1Cl)OCOCC[Si](C)(C)C)C(C[N+](=O)[O-])O